[Ca].[K].[K] Dikalium-Calcium